hexachloro-1,3-cyclopentadiene ClC1(C(=C(C(=C1Cl)Cl)Cl)Cl)Cl